methyl (Z)-2-[5-[4-(difluoromethyl)cyclohexen-1-yl]-2-methyl-phenoxy]-3-methoxy-prop-2-enoate FC(C1CC=C(CC1)C=1C=CC(=C(O\C(\C(=O)OC)=C/OC)C1)C)F